N-(4-tert-butylbenzothien-2-yl)-4-tert-butylphenylamine C(C)(C)(C)C1=CC=CC2=C1C=C(S2)NC2=CC=C(C=C2)C(C)(C)C